tetrafluoropropionic acid sodium salt [Na+].FC(C(C(=O)[O-])(F)F)F